N-(2-pyridylmethyl)-N'-[2-(isobutylamino)ethyl]-N'-(5,6,7,8-tetrahydro-8-quinolinyl)-1,4-xylylenediamine N1=C(C=CC=C1)CNCC1=CC=C(C=C1)CN(C1CCCC=2C=CC=NC12)CCNCC(C)C